C1(CC1)C=1OC2=C(C1)CCC([C@H]2NC2=C(C(C2=O)=O)NC2=C(C(=NC=C2)C(=O)N(C)C)O)(C)C (R)-4-((2-((2-cyclopropyl-6,6-dimethyl-4,5,6,7-tetrahydrobenzofuran-7-yl)amino)-3,4-dioxocyclobut-1-en-1-yl)amino)-3-hydroxy-N,N-dimethylpicolinamide